5-fluoro-2-[(4-{7-[(1S,3S,4R)-5-methylene-2-azabicyclo[2.2.2]octane-3-carbonyl]-2,7-diazaspiro[3.5]non-2-yl}pyrimidin-5-yl)oxy]-N,N-di(propan-2-yl)benzamide disuccinate C(CCC(=O)O)(=O)O.C(CCC(=O)O)(=O)O.FC=1C=CC(=C(C(=O)N(C(C)C)C(C)C)C1)OC=1C(=NC=NC1)N1CC2(C1)CCN(CC2)C(=O)[C@H]2N[C@@H]1CC([C@H]2CC1)=C